C(C)(C)(C)OC(=O)N1CCC(CC1)[C@H](C)N(S(=O)(=O)C1=C(C=CC=C1)[N+](=O)[O-])CCO 4-{(1S)-1-[(2-hydroxyethyl)(2-nitrobenzene-1-sulfonyl)amino]ethyl}piperidine-1-carboxylic acid tert-butyl ester